(tert-butyl 2-(5-methoxy-1-((2-(trimethylsilyl) ethoxy) methyl)-1H-indazol-3-yl) ethyl) carbamate C(N)(OCC(C1=NN(C2=CC=C(C=C12)OC)COCC[Si](C)(C)C)C(C)(C)C)=O